[3-[5-(3-aminopropoxy)-1-tetrahydropyran-2-yl-indazol-3-yl]-5-fluoro-phenyl]methanol NCCCOC=1C=C2C(=NN(C2=CC1)C1OCCCC1)C=1C=C(C=C(C1)F)CO